dimethyl 3-methyl-[1,1'-biphenyl]-2,3'-dicarboxylate CC1=C(C(=CC=C1)C1=CC(=CC=C1)C(=O)OC)C(=O)OC